N1(CCNC2=CC=CC=C12)C(=O)C1=CC=C(C=C1)F (3,4-Dihydroquinoxalin-1(2H)-yl)(4-fluorophenyl)methanone